NC(CN1CCC(CC1)C(=O)N1CCN(CC1)C(=O)C1=C(C=C(C=C1)NC(=O)C=1N(C(=CN1)C1=C(C(=C(C=C1)OC(F)F)F)F)C)Cl)=O N-[4-[4-[1-(2-amino-2-oxo-ethyl)piperidine-4-carbonyl]piperazine-1-carbonyl]-3-chloro-phenyl]-5-[4-(difluoromethoxy)-2,3-difluoro-phenyl]-1-methyl-imidazole-2-carboxamide